CNC=1N=CC(=C2C=C(N=CC12)C1(CC1)C(=O)N)C12CC(C1)(C2)C2=CC=NC=C2 (8-(methylamino)-5-(3-(pyridin-4-yl)bicyclo[1.1.1]pent-1-yl)-2,7-naphthyridin-3-yl)cyclopropanecarboxamide